FC=1C(=C(NC2=C(NC3=C2C(NCC3)=O)C3=C(C=NC=C3)OCC3(OCC3)C)C=CC1)C (-)-3-(3-fluoro-2-methylanilino)-2-(3-{[2-methyloxetan-2-yl]methoxy}pyridin-4-yl)-1,5,6,7-tetrahydro-4H-pyrrolo[3,2-c]pyridin-4-one